2-[2-(aminomethyl)-3,3-difluoro-allyl]-4-[2-[5-[6-(dimethylamino)-3-pyridyl]-2-thienyl]ethyl]-1,2,4-triazol-3-one NCC(CN1N=CN(C1=O)CCC=1SC(=CC1)C=1C=NC(=CC1)N(C)C)=C(F)F